N-[5-(1-hydroxycyclohexyl)thiazol-2-yl]-3-[[7-(5-methyl-1,2,4-oxadiazol-3-yl)-1-isoquinolyl]amino]propionamide OC1(CCCCC1)C1=CN=C(S1)NC(CCNC1=NC=CC2=CC=C(C=C12)C1=NOC(=N1)C)=O